methyl (R)-3'-(2-(6-((5-acrylamido-2-methoxy-4-(4-methylpiperazin-1-yl)phenyl)-amino)pyrimidin-4-yl)isoxazolidin-3-yl)-[1,1'-biphenyl]-3-carboxylate C(C=C)(=O)NC=1C(=CC(=C(C1)NC1=CC(=NC=N1)N1OCC[C@@H]1C=1C=C(C=CC1)C1=CC(=CC=C1)C(=O)OC)OC)N1CCN(CC1)C